ClC=1C=CC(=C(C1)C=1C=C(C=2OCCNC2N1)C=1C=C(C=NC1)C(=O)NC)F 5-[6-(5-chloro-2-fluorophenyl)-2H,3H,4H-pyrido[3,2-b][1,4]oxazin-8-yl]-N-methylpyridine-3-carboxamide